C(#N)C=1C=NC(=NC1)NC(C(=O)O)CCN(CCCCC1=NC=2NCCCC2C=C1)CC(F)F 2-((5-cyanopyrimidin-2-yl)amino)-4-((2,2-difluoroethyl)(4-(5,6,7,8-tetrahydro-1,8-naphthyridin-2-yl)butyl)amino)butanoic acid